CN1C(N(C2=C1C=C(C=C2)C2CCN(CC2)C(=O)OC(C)(C)C)C2C(NCCCC2)=O)=O tert-Butyl 4-[3-methyl-2-oxo-1-(2-oxoazepan-3-yl)benzimidazol-5-yl]piperidine-1-carboxylate